((1S,6R,7R)-3-(3-(1,6-naphthyridin-5-yl)-1H-pyrazolo[3,4-b]pyrazin-6-yl)-7-(2-fluorophenyl)-3-azabicyclo[4.1.0]heptan-7-yl)methanamine N1=CC=CC2=C(N=CC=C12)C1=NNC2=NC(=CN=C21)N2C[C@@H]1[C@]([C@@H]1CC2)(C2=C(C=CC=C2)F)CN